2-chloro-4-trifluoromethylphenol potassium salt hydrate O.[K].ClC1=C(C=CC(=C1)C(F)(F)F)O